(R)-(1-methylpyrrolidin-3-yl)methyl 4-(pyridin-2-ylmethyl)-3,4-dihydroquinoxaline-1(2H)-carboxylate N1=C(C=CC=C1)CN1CCN(C2=CC=CC=C12)C(=O)OC[C@H]1CN(CC1)C